N-(3-(dimethylamino)propyl)-3-((3-bromophenylthio)amino)quinoxaline-2-carboxamide CN(CCCNC(=O)C1=NC2=CC=CC=C2N=C1NSC1=CC(=CC=C1)Br)C